2-(phenyl)-2-methyl-4-hydroxy-5-amino-3(2H)-furanone C1(=CC=CC=C1)C1(OC(=C(C1=O)O)N)C